FC(OC1=CC=C(C=C1)C1=NC(=NC(=N1)N)N)(F)F (4-(trifluoromethoxy)phenyl)-1,3,5-triazine-2,4-diamine